[Na+].[Na+].C(C)(=O)[O-].C(C)(=O)[O-] acetic acid, disodium salt